N1(CCNCC1)C1=C(C=CC(=C1)C(=O)N)C1=CC=CC=C1 (piperazin-1-yl)-[1,1'-biphenyl]-4-carboxamide